N[C@H](C(=O)O)CC1=CN(C2=CC=CC=C12)CC(=O)O (S)-2-amino-3-(1-(carboxymethyl)-1H-indol-3-yl)propanoic acid